CN1C(N(C(C=2N(C=NC12)C)=O)CC1CCC(CC1)C(C(F)(F)F)(C(F)(F)F)O)=O 3,7-dimethyl-1-[4-(2,2,2-trifluoro-1-hydroxy-1-trifluoromethyl-ethyl)-cyclohexylmethyl]-3,7-dihydro-purine-2,6-dione